NCC1NCCCC1 2-(aminomethyl)piperidin